C(C)(C)(C)C=1C=C(NN1)NC(=O)NC1=CC=C(C=C1)N1C=NC2=C1C=CC(=C2)OCCN2CCNCC2 1-(5-Tert-butyl-2H-pyrazol-3-yl)-3-{4-[5-(2-piperazin-1-ylethoxy)-benzoimidazol-1-yl]-phenyl}-urea